CN(CCNC(=O)C=1N=C(OC1C1=CC=CC=C1)C1=CC=C(C=C1)SC)C (2-(dimethylamino)ethyl)-2-(4-(methylthio)phenyl)-5-phenyloxazole-4-carboxamide